CN1N=C2C=CC(=CC2=C1)C=1OC2=C(C=C(C=C2C(C1)=O)C(F)(F)F)C(C)NC1=C(C(=O)O)C=CC=C1 2-((1-(2-(2-methyl-2H-indazol-5-yl)-4-oxo-6-(trifluoromethyl)-4H-chromen-8-yl)ethyl)amino)benzoic acid